(R)-3-(methylamino)pyrrolidine-1-carboxylic acid tert-butyl ester C(C)(C)(C)OC(=O)N1C[C@@H](CC1)NC